OC1CN(C1)C(CC1=NC=2C(=C3C(=NC2)NC=C3)N1C1CCC(CC1)CC#N)=O 2-((1r,4r)-4-(2-(2-(3-Hydroxyazetidin-1-yl)-2-oxoethyl)imidazo[4,5-d]pyrrolo[2,3-b]pyridin-1(6H)-yl)cyclohexyl)acetonitrile